OC1=C(C(=O)C2=CC=CC=C2)C=CC(=C1)O 2,4-dihydroxy-benzophenone